FC=1C=C(C=C(C1)F)C1=NN(C(=C1O)C)C 3-(3,5-Difluorophenyl)-1,5-dimethyl-1H-pyrazole-4-ol